rac-cis-6-(4-(1-(4-Fluorophenyl)-3-methoxypropyl)piperidin-1-carbonyl)hexahydro-2H-pyrido[4,3-b][1,4]oxazin-3(4H)-on FC1=CC=C(C=C1)[C@H](CCOC)C1CCN(CC1)C(=O)N1C[C@@H]2[C@@H](OCC(N2)=O)CC1 |&1:7|